4-((1R,5S)-3,8-diazabicyclo[3.2.1]oct-3-yl)-8-fluoro-2-(((2R,7aS)-2-fluorotetrahydro-1H-pyrrolizin-7a(5H)-yl)methoxy)-7-(5-(trifluoromethyl)-1H-indazol-6-yl)quinazoline [C@H]12CN(C[C@H](CC1)N2)C2=NC(=NC1=C(C(=CC=C21)C2=C(C=C1C=NNC1=C2)C(F)(F)F)F)OC[C@]21CCCN1C[C@@H](C2)F